6-Chloro-N,2-dimethylimidazo[1,2-b]pyridazin-8-amine ClC=1C=C(C=2N(N1)C=C(N2)C)NC